FC(C)(F)C1=CC=C(C=C1)C1=CC(=C(C(=C1)F)N1C=2N(C3(C1=O)CC3)C(=CN2)C2=NNC=C2)F (4'-(1,1-difluoroethyl)-3,5-difluoro-[1,1'-biphenyl]-4-yl)-5'-(1H-pyrazol-3-yl)spiro[cyclopropane-1,3'-imidazo[1,2-a]imidazole]-2'(1'H)-one